O1C(CCC1)C1=CC=C(C(=O)OC)C=C1 methyl 4-(tetrahydrofuran-2-yl)benzoate